2-chloro-5-((3-fluoropropyl)mercapto)aniline ClC1=C(N)C=C(C=C1)SCCCF